C(C)(C)(C)OC(=O)N1CC2(C[C@@H]1C)OC(C=1C(=NC=CC12)Cl)=O (5's)-4-chloro-5'-methyl-3-oxo-3H-spiro[furo[3,4-c]pyridine-1,3'-pyrrolidine]-1'-carboxylic acid tert-butyl ester